2,2-dimethyl-pentanal CC(C=O)(CCC)C